FC(CN1C(CNCC1)C(=O)N1CCN(CC1)C1=NC=C(C=N1)C(F)(F)F)(F)F (1-(2,2,2-Trifluoroethyl)piperazin-2-yl)(4-(5-(trifluoromethyl)pyrimidin-2-yl)piperazin-1-yl)methanone